C(OCC)(OCCC1C(=CC(C(C1)C)C)C)=O Ethyl (2-(2,4,5-trimethylcyclohex-2-en-1-yl) ethyl) carbonate